2-(2,6-dioxohexahydropyridin-3-yl)-6-fluoroisoindole-1,3-dione O=C1NC(CCC1N1C(C2=CC(=CC=C2C1=O)F)=O)=O